ClC1=CC(=C(N=N1)C(=O)O[Zn])NC1=C(C(=CC(=C1)F)C1=NN(C=N1)C1CC1)OC ((6-Chloro-4-((3-(1-cyclopropyl-1H-1,2,4-triazol-3-yl)-5-fluoro-2-methoxyphenyl)amino)pyridazine-3-carbonyl)oxy)zinc